N1(C=NC=C1)C1C(=C(C(CC1)(C)C)/C=C/C(=C/C=C/C(=C\C(=O)OC)/C)/C)C (2Z,4E,6E,8E)-methyl 9-(3-(1H-imidazol-1-yl)-2,6,6-trimethylcyclohex-1-en-1-yl)-3,7-dimethylnona-2,4,6,8-tetraenoate